(S)-1-(1-(4'-((2-methoxyethoxy)methyl)-[1,1'-biphenyl]-4-yl)cyclopropyl)-3-(3-methylquinuclidin-3-yl)urea COCCOCC1=CC=C(C=C1)C1=CC=C(C=C1)C1(CC1)NC(=O)N[C@@]1(CN2CCC1CC2)C